1-Isocyanato-3,3,5-tri-methyl-5-isocyanatomethylcyclohexan N(=C=O)C1CC(CC(C1)(CN=C=O)C)(C)C